CN(CCNC1=C2C=C(N=CC2=CC(=N1)C1=C(C(=CC=C1)OC)F)N[C@H]1[C@H](COC1)NC(C=C)=O)C N-((3R,4S)-4-((5-((2-(dimethylamino)ethyl)amino)-7-(2-fluoro-3-methoxyphenyl)-2,6-naphthyridin-3-yl)amino)tetrahydrofuran-3-yl)acrylamide